5'-Bromodeoxycytidine BrC([C@@H]1[C@H](C[C@@H](O1)N1C(=O)N=C(N)C=C1)O)O